ClC1=CC(=C2CCN(CC2=C1)C1CCOCC1)[C@H]1N(CCC1)C(=O)OC(C)(C)C tert-butyl (S)-2-(7-chloro-2-(tetrahydro-2H-pyran-4-yl)-1,2,3,4-tetrahydroisoquinolin-5-yl)pyrrolidine-1-carboxylate